(S)-3-{[(allyloxy)carbonyl]amino}-2-aminopropionic acid C(C=C)OC(=O)NC[C@@H](C(=O)O)N